NC=1N=CC(=NC1)C=O 5-AMINO-PYRAZINE-2-CARBALDEHYDE